4-iodobenzylamine IC1=CC=C(CN)C=C1